3-(palmitoyloxy)-2-(((1-(2,2,2-trifluoroethyl)azetidin-3-yl)carbamoyl)oxy)propyl oleate C(CCCCCCC\C=C/CCCCCCCC)(=O)OCC(COC(CCCCCCCCCCCCCCC)=O)OC(NC1CN(C1)CC(F)(F)F)=O